C(C#C)N[C@@H]1CCC2=CC=CC=C12 N-propargyl-1(R)-aminoindan